N(=NC(CC(C(=O)O)C#N)(C)C)C(CC(C(=O)O)C#N)(C)C 4,4'-azobis(4-methylcyanovaleric acid)